2-((1R,5S)-3,8-diazabicyclo[3.2.1]oct-3-yl)-N-(5-methyl-1H-pyrazol-3-yl)pyrimidin-4-amine trifluoroacetate salt FC(C(=O)O)(F)F.[C@H]12CN(C[C@H](CC1)N2)C2=NC=CC(=N2)NC2=NNC(=C2)C